8-(3-Bromopropoxy)-2-hydroxy-7-methoxy-10-{[2-(trimethylsilyl)ethoxy]methyl}-2,3-dihydro-1H-pyrrolo[2,1-c][1,4]benzodiazepin-5,11(10H,11aH)-dione BrCCCOC1=CC2=C(C(N3C(C(N2COCC[Si](C)(C)C)=O)CC(C3)O)=O)C=C1OC